1-(4-(4-AMINO-7-(PYRIDIN-3-YL)-7H-PYRROLO[2,3-D]PYRIMIDIN-5-YL)-2-FLUOROPHENYL)-3-(3-(1-(TRIFLUOROMETHYL)CYCLOPROPYL)ISOXAZOL-5-YL)UREA NC=1C2=C(N=CN1)N(C=C2C2=CC(=C(C=C2)NC(=O)NC2=CC(=NO2)C2(CC2)C(F)(F)F)F)C=2C=NC=CC2